C(#N)CC1(CCN(CC1)CC1=CC=C(C=C1)N1N=CC=N1)N1N=C(C(=C1)C(=O)N)NC(=O)C1CC1 1-[4-(cyanomethyl)-1-[[4-(triazol-2-yl)phenyl]methyl]-4-piperidyl]-3-(cyclopropanecarbonylamino)pyrazole-4-carboxamide